C(C1=CC=CC=C1)OC1=C(C=C(C=C1)OC(C1=CC=C(C=C1)OCCCCCCO[Si](C(C)C)(C(C)C)C(C)C)=O)C 4-[(6-{[tris(prop-2-yl)silyl]oxy}hexyl)oxy]benzoic acid 4-(benzyloxy)-3-methylphenyl ester